C(C=C)(=O)N1CCN(CC1)C=1C=C(C=NC1)C(C(=O)NC=1SC(=CN1)CC)C 2-(5-(4-acryloylpiperazin-1-yl)pyridin-3-yl)-N-(5-ethylthiazol-2-yl)propionamide